(S)-1-Boc-2-(aminomethyl)-pyrrolidine C(=O)(OC(C)(C)C)N1[C@@H](CCC1)CN